S(N)(=O)(=O)C1=NC=CC(=C1)NC(=O)C=1C=NC=2CCCCC2C1 N-(2-sulfamoylpyridin-4-yl)-5,6,7,8-tetrahydroquinoline-3-carboxamide